C1(=CC=CC=C1)C(=S)SC(C(=O)[O-])C1=CC=CC=C1 2-(phenylthiocarbonylthio)-2-phenylacetate